The molecule is an amino disaccharide that consists of N-acetyl-beta-D-glucosamine having a 4,6-di-O-sulfo-beta-D-galactosyl residue attached at position 4. It has a role as an epitope. It is an amino disaccharide and an oligosaccharide sulfate. CC(=O)N[C@@H]1[C@H]([C@@H]([C@H](O[C@H]1O)CO)O[C@H]2[C@@H]([C@H]([C@H]([C@H](O2)COS(=O)(=O)O)OS(=O)(=O)O)O)O)O